O1OCC=CC1 3,6-dihydro-1,2-dioxin